(2,4,6-trimethylbenzoyl)-2,4-dipentyloxyphenylphosphine oxide CC1=C(C(=O)P(C2=C(C=C(C=C2)OCCCCC)OCCCCC)=O)C(=CC(=C1)C)C